C(C)OC1=C(C=CC(=C1)CC)OC(C(C)C)=O isobutyric acid 2-ethoxy-4-ethylphenyl ester